6-(benzyloxy)-7-methoxy-1-[(E)-2-{2-methyl-5-[2-(trifluoromethyl)pyrimidin-5-yl]phenyl}ethenyl]-1,2,3,4-tetrahydroisoquinoline C(C1=CC=CC=C1)OC=1C=C2CCNC(C2=CC1OC)\C=C\C1=C(C=CC(=C1)C=1C=NC(=NC1)C(F)(F)F)C